NC1=C(C=C(C=C1C)OC)C(CCl)=O 1-(2-amino-5-methoxy-3-methylphenyl)-2-chloroethanone